CN1CCN(CC1)C1=NC=C(C=C1)C1=CCC(CN1)C 1-methyl-4-[5-(3-methyl-1,2,3,4-tetrahydropyridin-6-yl)-2-pyridyl]piperazine